N-(5-((6-((R)-3-(3-chloro-5-fluorophenyl)-isoxazolidine-2-yl)pyrimidine-4-yl)amino)-2-(4-(4-cyclopropylpiperazine-1-yl)piperidine-1-yl)-4-methoxyphenyl)acrylamide ClC=1C=C(C=C(C1)F)[C@@H]1N(OCC1)C1=CC(=NC=N1)NC=1C(=CC(=C(C1)NC(C=C)=O)N1CCC(CC1)N1CCN(CC1)C1CC1)OC